ClC=1C=C(NC2(CCC3(C(CC4=CC=CC=C34)C[C@H](COC3=C4C(=NC=C3)C=CS4)C)CC2)C(=O)O)C=CC1 4-(3-Chloroanilino)-2'-{(2R)-2-methyl-3-[(thieno[3,2-b]pyridin-7-yl)oxy]propyl}-2',3'-dihydrospiro[cyclohexane-1,1'-indene]-4-carboxylic acid